BrC=1C=C2CC(N(CC2=C(C1)F)C(=O)OC)CO methyl 6-bromo-8-fluoro-3-(hydroxymethyl)-3,4-dihydroisoquinoline-2(1H)-carboxylate